C(#N)C=1C=CC(=NC1)N(S(=O)(=O)N1CCC(CC1)N1N=CC(=C(C1=O)Cl)Cl)C([2H])([2H])[2H] N-(5-cyano-2-pyridyl)-4-(4,5-dichloro-6-oxo-pyridazin-1-yl)-N-(trideuteriomethyl)piperidine-1-sulfonamide